OC(=O)C(F)(F)F.ClC=1C=C(C=CC1OCC1=CC(=CC=C1)F)C=1C(=NC(=NC1)NC=1C=NN(C1)C)NC=1C=C(C=CC1F)NC(C=C)=O N-{3-[(5-{3-chloro-4-[(3-fluorophenyl)methoxy]phenyl}-2-[(1-methyl-1H-pyrazol-4-yl)amino]pyrimidin-4-yl)amino]-4-fluorophenyl}prop-2-enamide TFA salt